C(CC\C=C/CC\C=C/CCC)O (4z,8z)-dodeca-4,8-dien-1-ol